NC1=C(N=C(C(=N1)N1CCC2(CC1)[C@@H](C1=C(N=CS1)C2)N)F)SC2=C(C(=NC=C2)N)Cl (S)-1'-(6-amino-5-((2-amino-3-chloropyridin-4-yl)thio)-3-fluoropyrazin-2-yl)-4,6-dihydrospiro[cyclopenta[d]thiazole-5,4'-piperidine]-6-amine